CCCCC(C(=O)O)O The molecule is a hydroxy fatty acid that is caproic (hexanoic) acid substituted by a hydroxy group at position 2. It has a role as an animal metabolite. It derives from a hexanoic acid. It is a conjugate acid of a 2-hydroxyhexanoate.